6-(4-(4-(2-aminopyrimidin-5-yl)-6-morpholino-1,3,5-triazin-2-yl)piperazin-1-yl)-N-hydroxy-6-oxo-hexanamide NC1=NC=C(C=N1)C1=NC(=NC(=N1)N1CCOCC1)N1CCN(CC1)C(CCCCC(=O)NO)=O